[SeH][SeH] diselane